FC1=C(C=C(C=C1)C(=O)N1CCC(CC1)C1=CC=C(C=C1)OC=1N=NC(=CC1)C(F)(F)F)[N+](=O)[O-] (4-fluoro-3-nitrophenyl)(4-(4-((6-(trifluoromethyl)pyridazin-3-yl)oxy)phenyl)piperidin-1-yl)-methanone